4-(5-(2-(2'-fluoro-[1,1'-biphenyl]-4-yl)ethyl)-1,3,4-oxadiazol-2-yl)phenol FC1=C(C=CC=C1)C1=CC=C(C=C1)CCC1=NN=C(O1)C1=CC=C(C=C1)O